COC=1C=CC(=NC1)C(=O)NCCN1C(C=2N(C3=CC=CC=C13)C=CC2)=O 5-methoxy-N-(2-{4-oxo-4H,5H-pyrrolo[1,2-a]quinoxalin-5-yl}ethyl)pyridine-2-carboxamide